ClC1=C(C=CC=C1)S(=O)(=O)C1=C(C=O)C(=CC=C1)F 2-((2-chlorophenyl)sulfonyl)-6-fluorobenzaldehyde